tert-butyl (S,Z)-2-((benzyloxy)methyl)-6-(methoxymethylene)-1,4-oxazepane-4-carboxylate C(C1=CC=CC=C1)OC[C@H]1OC\C(\CN(C1)C(=O)OC(C)(C)C)=C/OC